FC(C1=CC=C(OC2=CC=C3CCN(CC3=C2)C(CC=C=O)=O)C=C1)(F)F 4-(7-(4-(trifluoromethyl)-phenoxy)-3,4-dihydroisoquinolin-2(1H)-yl)but-1-ene-1,4-dione